C(C)OC1=NC=CC=C1C1=NC(=C(C=C1)F)C(=O)OCC ethyl 2'-ethoxy-5-fluoro-[2,3'-bipyridine]-6-carboxylate